4-isocyanobenzene sodium salt [Na].[N+](#[C-])C1=CC=CC=C1